N1(N=CN=C1)C[C@@]1(C[C@@H](CO1)COC=1C=C(C=C(C1)N1CCN(CC1)C1=CC=C(C(=O)NC2=NC=C(C=C2)C#N)C=C1)C)C1=C(C=C(C=C1)F)F 4-(4-(5-(((3R,5R)-5-((1H-1,2,4-Triazol-1-yl)Methyl)-5-(2,4-Difluorophenyl)TetraHydrofuran-3-yl)Methoxy)-3-Methylphenyl)Piperazin-1-yl)-N-(5-Cyanopyridin-2-yl)Benzamide